NC1=CC(C(NC1=NC=1C(=NN2C1C=CC(=C2C)C)OCCN(C)C)=NC=2C(=NN1C2C=CC(=C1C)C)OCCN(C)C)=N N,N'-(5-amino-3-iminopyridine-2,6(1H,3H)-diylidene)bis{2-[2-(dimethylamino)ethoxy]-6,7-dimethylpyrazolo[1,5-a]pyridin-3-amine}